NC(C(=O)O)CCCCNC(=O)C1NCCSC1 2-amino-6-[(thiomorpholine-3-carbonyl)amino]hexanoic acid